C(CCC)C=1C(N(C(C1C)=O)NC1=NC(=C(C=C1)C(F)(F)F)Cl)=O 3-butyl-1-{(6-chloro-5-(trifluoromethyl)(2-pyridyl))amino}-4-methylazoline-2,5-dione